C(C)(C)NC(O[C@@H]1CO[C@H](C1)C1=CC(=NN1)NC1=CC2=C(CS(C2)(=O)=O)C=C1)=O (3S,5R)-5-(3-((2,2-dioxido-1,3-dihydrobenzo[c]thiophen-5-yl)amino)-1H-pyrazol-5-yl)tetrahydrofuran-3-yl isopropylcarbamate